CC1=NC=CC(=C1C)C1=C(C=C(N)C=C1)F 4-(2,3-dimethylpyridin-4-yl)-3-fluoroaniline